5'-chloro-N-[3-(dimethylamino)propyl]-N-methyl-7'-oxo-7',8'-dihydro-6'H-spiro[cyclohexane-1,9'-furo[2,3-f]quinazoline]-2'-carboxamide ClC=1C=C2C(=C3C4(NC(NC13)=O)CCCCC4)OC(=C2)C(=O)N(C)CCCN(C)C